C(C)(=O)N1CCC(CC1)(OC)C=1C=C2C(=NC(=NC2=CC1OC)C)N[C@H](C)C=1C(=C(C#N)C=CC1)C (R)-3-(1-((6-(1-acetyl-4-methoxy-piperidine-4-yl)-7-methoxy-2-methylquinazolin-4-yl)amino)ethyl)-2-methylbenzonitrile